CC(C(=O)ON(OCC(=O)OC1=CC=C(C=C1)COC(=O)ON1C(CCC1=O)=O)CC(C(=O)[O-])(C)C)(C)C [2,2-Dimethylpropionyloxy-[2-[4-[(2,5-dioxopyrrolidin-1-yl) oxycarbonyloxymethyl] phenoxy]-2-oxo-ethoxy] amino]2,2-dimethylpropionate